tert-butyl 3-(cyanomethyl)-3-(4-(6-(benzenesulfonyl)-2-(thiophen-2-yl)imidazo[4,5-d]pyrrolo[2,3-b]pyridin-1(6H)-yl)-1H-pyrazol-1-yl)azetidine-1-carboxylate C(#N)CC1(CN(C1)C(=O)OC(C)(C)C)N1N=CC(=C1)N1C(=NC=2C1=C1C(=NC2)N(C=C1)S(=O)(=O)C1=CC=CC=C1)C=1SC=CC1